The molecule is the stable isotope of niobium with relative atomic mass 182.950225, 14.3 atom percent natural abundance and nuclear spin 1/2. [183W]